C(#N)C1=C(N=C(C=2CCNCC12)N1CCN(CC1)C(=O)OC(C)(C)C)OCCN1CCOCC1 tert-butyl 4-(4-cyano-3-(2-morpholinoethoxy)-5,6,7,8-tetrahydro-2,6-naphthyridin-1-yl)piperazine-1-carboxylate